(S,E)-2-(tert-butyl)-N-(1-(4,4-difluorocyclohexyl)-3-(methylsulfonyl)allyl)-4-phenoxypyrimidine-5-carboxamide C(C)(C)(C)C1=NC=C(C(=N1)OC1=CC=CC=C1)C(=O)N[C@H](\C=C\S(=O)(=O)C)C1CCC(CC1)(F)F